(2,6-Dichloropyridin-4-yl)methyl (S)-2-amino-4-(4-hydroxyphenyl)butanoate hydrochloride Cl.N[C@H](C(=O)OCC1=CC(=NC(=C1)Cl)Cl)CCC1=CC=C(C=C1)O